S(=O)(=O)(O)C1=CC=C(C)C=C1.CC(COC(C)COC(C)COC(C)COC(C)COC(C)COC(C)COC(C)COC(C)COC(C)COC(C)COC(C)COC(C)COC(C)CO)O tetradecapropylene glycol monotosylate